[C@@H]1([C@@H]([C@H](O[C@@H]([C@@H]1O)OP(=O)([O-])[O-])C(=O)[O-])O)O The molecule is an organophosphate oxoanion resulting from the deprotonation of the carboxy and phosphate groups of 1-phospho-alpha-D-glucuronic acid; major species at pH 7.3. It is an organophosphate oxoanion, a carbohydrate acid derivative anion and a monocarboxylic acid anion. It is a conjugate base of a 1-phospho-alpha-D-glucuronic acid.